P(=O)(O)(O)C(C(C(C(C(CC(=O)O)C(=O)O)C(=O)O)C(=O)O)C(=O)O)C(=O)O 1-phosphono-1,2,3,4,5,6-hexacarboxyhexane